O1NCOC1 2,3-dihydro-5H-1,4,2-dioxazol